PYRAZOLO[3,4-D]PYRIMIDIN N1N=CC=2C1=NC=NC2